tri(2-(diphenylphosphino)-4,5-dimethoxyphenyl)phosphine C1(=CC=CC=C1)P(C1=C(C=C(C(=C1)OC)OC)P(C1=C(C=C(C(=C1)OC)OC)P(C1=CC=CC=C1)C1=CC=CC=C1)C1=C(C=C(C(=C1)OC)OC)P(C1=CC=CC=C1)C1=CC=CC=C1)C1=CC=CC=C1